FC1=CC=C(C=C1)NC(C(C)C=1C=C2CCCN(C2=CC1)C(=O)C1=NC(=NN1)C)=O N-(4-Fluorophenyl)-2-[1-(3-methyl-1H-1,2,4-triazol-5-carbonyl)-1,2,3,4-tetrahydrochinolin-6-yl]propanamid